octanedioic acid dihydrazide C(CCCCCCC(=O)NN)(=O)NN